C(=O)(O)CN([C@@H](CCCCN)C(=O)O)CC(=O)O N,N-Bis(carboxymethyl)-L-lysine